BrC=1C=CC2=C(N=C(S2)C23CN(C(CC2)CC3)C(=O)OC(C)(C)C)C1 tert-butyl 4-(5-bromobenzo[d]thiazol-2-yl)-2-azabicyclo[2.2.2]octane-2-carboxylate